1,2,5-O-trinonyl-xylitol C(CCCCCCCC)C([C@](O)([C@@H](O)[C@H](O)COCCCCCCCCC)CCCCCCCCC)O